6-oxo-2,5-diazaBicyclo[2.2.1]Heptane-2-carboxylic acid tert-butyl ester C(C)(C)(C)OC(=O)N1C2C(NC(C1)C2)=O